OC(C(=O)[O-])C(C(=O)[O-])O.[Na+].[Na+] disodium 2,3-dihydroxysuccinate